C(C=C)[C@H]1[C@H](CC1)O (1S,2S)-2-ALLYLCYCLOBUTANOL